C(C)OC=CC1=NN(C(C(=C1)C)=O)C(C(=O)OC)CC(C)C methyl 2-(3-(2-ethoxyvinyl)-5-methyl-6-oxopyridazin-1(6H)-yl)-4-methylpentanoate